C(C)(C)(C)OOC(C(=O)[O-])(CCCC)CC tertiary butylperoxy-2-ethylhexanoate